(4-fluorophenyl)-2-propyn-1-ol FC1=CC=C(C=C1)C(C#C)O